2-methylene-iodobenzene C=C1C(C=CC=C1)I